5H,6H,7H-cyclopenta[C]pyridin-5-ol C1=NC=CC2=C1CCC2O